N1N=CC2=C(C=CC=C12)CN1N=CC2=C(C1=O)N(C1=C2C=NN(C1=O)CC1=CC=NN1)C 3-((1H-indazol-4-yl)methyl)-7-((1H-pyrazol-5-yl)methyl)-5-methyl-5,7-dihydro-3H-pyrrolo[2,3-d:4,5-d']dipyridazine-4,6-dione